acryloyloxyicosyl dihydrogenphosphate P(=O)(O)(O)OCCCCCCCCCCCCCCCCCCCCOC(C=C)=O